N1C[C@@H](CCC1)NC=1C2=C(C(=NN1)C1=C(C=C(C=C1)C(F)(F)F)O)CCCCC2 2-(4-{[(3R)-piperidin-3-yl]amino}-6,7,8,9-tetrahydro-5H-cyclohepta[d]pyridazin-1-yl)-5-(trifluoromethyl)phenol